2-[2-(1-cyclopentyl-4-oxo-4,5-dihydro-1H-pyrazolo[3,4-d]pyrimidin-6-ylmethyl)-phenoxy]-N-(2-dimethylamino-ethyl)-acetamide C1(CCCC1)N1N=CC2=C1N=C(NC2=O)CC2=C(OCC(=O)NCCN(C)C)C=CC=C2